P(=O)(O)(O)OCCCCCCCCCCCCCCCCCCCCCCCC lignoceryl alcohol phosphate